FC1=C(CCN(C(OCCCC)=O)CCCO)C=CC=C1 butyl (2-fluorophenethyl)(3-hydroxypropyl)carbamate